C(CCCCCCC)C(CO)(O)CO mono-octyl-glycerol